C(CCC)(OC(C)(C)C)(OC(C)(C)C)OC(C)(C)C tri-tert-butyl orthobutyrate